4-(piperidin-4-yl)-1-naphthamide N1CCC(CC1)C1=CC=C(C2=CC=CC=C12)C(=O)N